FC(C1=NOC(=N1)N1CCC(CC1)[C@H](C)OC1=NN2C(S1)=NC(=C2)C2=CC=C(C=C2)S(=O)(=O)C)(F)F 2-((S)-1-(1-(3-(trifluoromethyl)-1,2,4-oxadiazol-5-yl)piperidin-4-yl)ethoxy)-6-(4-(methylsulfonyl)phenyl)imidazo[2,1-b][1,3,4]thiadiazol